C1(=CC=CC=C1)OC(=O)N1C[C@@H](CC=C1)C1=CC(=CC=C1)C(F)(F)F Phenyl-(S)-3-(3-(trifluoromethyl)phenyl)-3,4-dihydropyridine-1(2H)-carboxylate